2-(2-amino-6-methoxybenzo[d]thiazol-4-yl)ethanol NC=1SC2=C(N1)C(=CC(=C2)OC)CCO